di-pyridyl ketone isonicotinoyl hydrazone C(C1=CC=NC=C1)(=O)NN=C(C1=NC=CC=C1)C1=NC=CC=C1